2-(5-methylfuran-2-yl)-1-(pyridin-4-ylmethyl)benzimidazole CC1=CC=C(O1)C1=NC2=C(N1CC1=CC=NC=C1)C=CC=C2